CS(=O)(=O)OCCCCCCCC1=C2CN(C(C2=CC=C1)=C=O)C1C(NC(CC1)=C=O)=C=O 7-(2-(2,6-dicarbonylpiperidin-3-yl)-1-Carbonylisoindolin-4-yl)heptyl methanesulfonate